C(#N)C1(CC1)C1=NC(=NO1)C=1C(=CC2=C(NC([C@H](CS2)NC(OC(C)(C)C)=O)=O)C1)F tert-butyl N-[(3R)-7-[5-(1-cyanocyclopropyl)-1,2,4-oxadiazol-3-yl]-8-fluoro-4-oxo-3,5-dihydro-2H-1,5-benzothiazepin-3-yl]carbamate